ClC1=C(C(=CC=C1)OC)[C@@H](C(=O)O)C (S)-2-(2-chloro-6-methoxyphenyl)propanoic acid